((4-(5-(1-methyl-1H-indol-2-yl)-1,2,4-oxadiazol-3-yl)naphthalen-1-yl)methyl)azetidine-3-carboxylic acid CN1C(=CC2=CC=CC=C12)C1=NC(=NO1)C1=CC=C(C2=CC=CC=C12)CN1CC(C1)C(=O)O